CC1(OC2C(O1)COC2O)C 2,2-dimethyltetrahydrofurano[3,4-d][1,3]dioxol-4-ol